CC1=CN(C2CC(CO)C(O)C2O)C(=O)NC1=O C-thymidine